C(C1=CC=CC=C1)O[C@@H]1[C@]2(O[C@H]([C@@H]1N(C2)S(=O)(=O)C)N2C(NC(C(=C2)C)=O)=O)COCC2=CC=CC=C2 1-[(1R,3R,4R,7S)-7-benzyloxy-1-(benzyloxymethyl)-5-methylsulfonyl-2-oxa-5-azabicyclo[2.2.1]heptane-3-yl]-5-methyl-pyrimidine-2,4-dione